(1RS,3RS,4RS)-5'-Bromo-4'-chloro-4-methoxy-1'-(4-methoxybenzyl)-1',2'-dihydrospiro[cyclopentane-1,3'-pyrrolo[2,3-b]pyridin]-3-ol BrC=1C(=C2C(=NC1)N(C[C@@]21C[C@H]([C@@H](C1)OC)O)CC1=CC=C(C=C1)OC)Cl |r|